1-phenyl-piperidin-4-amine C1(=CC=CC=C1)N1CCC(CC1)N